6-(tert-butyl) 3-methyl 4,7-dihydrothieno[2,3-c]pyridine-3,6(5H)-dicarboxylate S1C=C(C2=C1CN(CC2)C(=O)OC(C)(C)C)C(=O)OC